FC(C1=CC=CC=2N1N=C(C2)[C@H]2N(CCC1=C2N=CN1)C(=O)C=1OC(=NN1)C=1C=NC=CC1)F (S)-(4-(7-(difluoromethyl)pyrazolo[1,5-a]pyridin-2-yl)-6,7-dihydro-1H-imidazo[4,5-c]pyridin-5(4H)-yl)(5-(pyridin-3-yl)-1,3,4-oxadiazol-2-yl)methanone